FC1=CC2=C(N(C(N=C2N2CCOC3(CNC3)C2)=O)C=2C(=NC=CC2C)C(C)C)N=C1 6-fluoro-1-(2-isopropyl-4-methylpyridin-3-yl)-4-(5-oxa-2,8-diazaspiro[3.5]nonan-8-yl)pyrido[2,3-d]pyrimidin-2(1H)-one